(S)-N-((S)-3-oxo-1-((S)-2-oxopyrrolidin-3-yl)-4-(trifluoromethoxy)butan-2-yl)-5-((S)-5,5,5-trifluoro-2-hydroxy-4-(trifluoromethyl)pentanoyl)-5-azaspiro[2.4]heptane-6-carboxamide O=C([C@H](C[C@H]1C(NCC1)=O)NC(=O)[C@H]1N(CC2(CC2)C1)C([C@H](CC(C(F)(F)F)C(F)(F)F)O)=O)COC(F)(F)F